5-(5-(1-cyclohexylpiperidin-4-yl)-3-isopropyl-1H-indol-2-yl)-1,3-dimethylpyridin-2(1H)-one C1(CCCCC1)N1CCC(CC1)C=1C=C2C(=C(NC2=CC1)C=1C=C(C(N(C1)C)=O)C)C(C)C